C(=O)(OCC1C2=CC=CC=C2C2=CC=CC=C12)N[C@@H](CCCCCN)C(=O)O Fmoc-homolysine